CC1=NNC2=CC=C(C=C12)CN (3-methyl-1H-indazol-5-yl)methanamine